NCC1=NC=CC(=C1)C1=C(N=CN1CC(=O)N1CCNCC1)C1=CC=C(C=C1)Cl 2-{5-[2-(aminomethyl)pyridin-4-yl]-4-(4-chlorophenyl)-1H-imidazol-1-yl}-1-(piperazin-1-yl)ethan-1-one